C(C1=CC=CC=C1)OC(N[C@@H]1CN(CC[C@H]1O)C(=O)C1=CC2=C(N(C(=N2)C2=CC=3C(=NC=CC3)N2CC2CC2)C)C(=C1)OC)=O |r| rac-N-[(3R,4R)-1-{2-[1-(cyclopropylmethyl)-1H-pyrrolo[2,3-b]pyridin-2-yl]-7-methoxy-1-methyl-1H-1,3-benzodiazole-5-carbonyl}-4-hydroxypiperidin-3-yl]carbamic acid benzyl ester